ClC=1C=CC(=C(C1)COC1=C(C=C(C(=N1)C(F)F)C(=O)O)C#N)F 6-[(5-chloro-2-fluoro-phenyl)methoxy]-5-cyano-2-(difluoromethyl)pyridine-3-carboxylic acid